N[C@H](CCCOC1=C(CC=2C=NN3C2N=CN=C3N)C(=CC(=C1)Cl)Br)COC (R)-8-(2-((4-amino-5-methoxypentyl)oxy)-6-bromo-4-chlorobenzyl)pyrazolo[1,5-a][1,3,5]triazin-4-amine